NCCC(=O)NP(OC[C@H]1OC[C@H](O1)N1C(N=C(C=C1)N)=O)(O)=O ((2S,4S)-4-(4-amino-2-oxopyrimidin-1(2H)-yl)-1,3-dioxolan-2-yl)methyl hydrogen ((S)-aminopropanoyl)phosphoramidate